COC1=CC=C(C=C1)C=1C=CC=C2C=NC(=NC12)NC1=CC=C(C=C1)N1CCC(CC1)N1CCCC1 8-(4-(methoxy)phenyl)-N-(4-(4-(pyrrolidin-1-yl)piperidin-1-yl)phenyl)quinazolin-2-amine